5-[4-(hydroxymethyl)piperidin-1-yl]pyrazine-2-carboxylic acid OCC1CCN(CC1)C=1N=CC(=NC1)C(=O)O